C(C)N1C(CN(CC1)C(=O)OC(C)(C)C)(C)C tert-Butyl 4-ethyl-3,3-dimethylpiperazine-1-carboxylate